4-(3-acetamido-2-fluorophenyl)-5-(2-((2,2-dioxo-2-thiaspiro[3.3]hept-6-yl) amino) pyrimidin-4-yl)-3,8-diazabicyclo[3.2.1]octane-3-carboxylate C(C)(=O)NC=1C(=C(C=CC1)C1N(CC2CCC1(N2)C2=NC(=NC=C2)NC2CC1(CS(C1)(=O)=O)C2)C(=O)[O-])F